(E)-5,6-dihydroxy-2-(4-hydroxy-2-(trifluoromethyl)benzylidene)-2,3-dihydro-1H-inden-1-one OC=1C=C2C\C(\C(C2=CC1O)=O)=C/C1=C(C=C(C=C1)O)C(F)(F)F